C(CCC)N1C=NC=C1.[Zn] zinc (1-butylimidazole)